cis-4-aminotetralin-2-carboxylate N[C@@H]1C[C@@H](CC2=CC=CC=C12)C(=O)[O-]